CN(C)C(N1CCSCC1)=[N+]1N=NC2=NC=CC=C21 ((dimethylamino)(thiomorpholino)methylene)-1H-[1,2,3]triazolo[4,5-b]pyridinium